Tert-butyl (2-bromoethyl)-carbamate BrCCNC(OC(C)(C)C)=O